FC1=C(C=C(C=C1)F)[C@@H]1N(C[C@H](C1)F)C=1C=CC=2N(N1)C(=CN2)N 6-((2R,4S)-2-(2,5-difluorophenyl)-4-fluoropyrrolidin-1-yl)imidazo[1,2-b]pyridazin-3-amine